ethyl 6-(4-fluorophenethyl)-5-(3-methoxy-1,2,4-oxadiazol-5-yl)-4-(7-(((R)-4-methoxy-2,3-dihydro-1H-inden-1-yl)amino)thieno[2,3-c]pyridin-2-yl)-2-((S)-pyrrolidin-2-yl)nicotinate FC1=CC=C(CCC2=NC(=C(C(=O)OCC)C(=C2C2=NC(=NO2)OC)C2=CC=3C(=C(N=CC3)N[C@@H]3CCC4=C(C=CC=C34)OC)S2)[C@H]2NCCC2)C=C1